C(C)OC=1NC(C=2C(N1)=NN(C2)C2=C(C=C(C=C2)C)O)=O 6-ethoxy-2-(2-hydroxy-4-methylphenyl)-2,5-dihydro-4H-pyrazolo[3,4-d]pyrimidin-4-one